ClC=1C=C2CCN([C@H](C2=C(C1)Cl)C)C(=O)[C@H]1CN(CCO1)C=1C2=C(C=NC1)N=C(O2)NCC ((S)-6,8-dichloro-1-methyl-3,4-dihydroisoquinolin-2(1H)-yl)((R)-4-(2-(ethylamino)oxazolo[4,5-c]pyridin-7-yl)morpholin-2-yl)methanone